tert-butyl (2S)-2-hydroxypropionate O[C@H](C(=O)OC(C)(C)C)C